[C@@H]1([C@H](O)[C@H](O)[C@@H](CO)O1)N1N=CC=2C(=O)NC(N)=NC12 7-deaza-8-aza-guanosine